N-(6-(5-(((tert-butyldimethylsilyl)oxy)methyl)pyridin-2-yl)thiazolo[4,5-b]pyrazin-2-yl)-4-(2-methoxyphenyl)-6-methylnicotinamide [Si](C)(C)(C(C)(C)C)OCC=1C=CC(=NC1)C=1N=C2C(=NC1)N=C(S2)NC(C2=CN=C(C=C2C2=C(C=CC=C2)OC)C)=O